C(C)C(CC)O[C@@H]1C=C(C[C@H]2[C@@H]1O2)C(=O)OCC ethyl (3R,4S,5S)-4,5-epoxy-3-(1-ethylpropoxy)-1-cyclohexene-1-carboxylate